CC=1CN(CC1)C(=O)OC(C)(C)C tert-butyl 3-methyl-2,5-dihydro-1H-pyrrole-1-carboxylate